(3aR,6aS)-2-(3-Fluorophenyl)octahydropyrrolo[3,4-c]pyrrole monohydrochloride Cl.FC=1C=C(C=CC1)N1C[C@@H]2CNC[C@@H]2C1